O1COC2=C1C=CC(=C2)CCN 2-(1,3-benzodioxol-5-yl)ethylamine